5-fluoro-4-((methyl-d3)amino)pyrimidin-2(1H)-one FC=1C(=NC(NC1)=O)NC([2H])([2H])[2H]